2-(naphthalene-1-ylmethyl)hexahydro-2H-pyrazino[1,2-a]pyrazine-6,9-dione C1(=CC=CC2=CC=CC=C12)CN1CC2N(CC1)C(CNC2=O)=O